2-tert-butyl-6-methyl-5-(4,4,5,5-tetramethyl-1,3,2-dioxaborolan-2-yl)-3-(trifluoromethyl)pyridine C(C)(C)(C)C1=NC(=C(C=C1C(F)(F)F)B1OC(C(O1)(C)C)(C)C)C